The molecule is a tetrasaccharide derivative that is a methyl tetraarabinofuranoside corresponding to part of the arabinomannanan portion of the lipoarabinomannan from Mycobacterium tuberculosis. It has a role as an epitope. CO[C@@H]1[C@H]([C@@H]([C@H](O1)CO[C@@H]2[C@H]([C@@H]([C@H](O2)CO[C@@H]3[C@H]([C@@H]([C@H](O3)CO)O)O[C@H]4[C@H]([C@@H]([C@H](O4)CO)O)O)O)O)O)O